ClC=1C=C(C=CC1Cl)NC1=NC=CC2=CC=C(C=C12)NC(CCCN1CCCCC1)=O N-(1-((3,4-dichlorophenyl)amino)isoquinolin-7-yl)-4-(piperidin-1-yl)butanamide